ClC=1C=C(C=CC1)[C@@H]1[C@H](C1)C=1NC(C2=C(N1)C=C(N=C2)NCC=2N=C1N(C=C(C=C1)C1CC1)C2)=O 2-((1S,2S)-2-(3-chlorophenyl)cyclopropyl)-7-(((6-cyclopropylimidazo[1,2-a]pyridin-2-yl)methyl)amino)pyrido[4,3-d]pyrimidin-4(3H)-one